(R)-4-((3-acrylamidopiperidin-1-yl)methyl)-N-methyl-N-(4-(4-morpholino-7H-pyrrolo[2,3-d]pyrimidin-6-yl)phenyl)picolinamide C(C=C)(=O)N[C@H]1CN(CCC1)CC1=CC(=NC=C1)C(=O)N(C1=CC=C(C=C1)C1=CC2=C(N=CN=C2N2CCOCC2)N1)C